NC1=NC(=C2N=CN(C2=N1)[C@H]1C=C[C@H](C1)CO)NC1CC1 (1S,4R)-4-[2-amino-6-(cyclopropylamino)-9H-purin-9-yl]-2-cyclopentene-1-methanol